FC=1C=C(C(=O)NC2=C(C(=CC=C2)C(=O)C=2C=C3N=C(C=NC3=CC2)C=2C=NC=CC2)F)C=CC1 3-fluoro-N-(2-fluoro-3-(3-(pyridin-3-yl)quinoxaline-6-carbonyl)phenyl)benzamide